[2-amino-4-(trifluoromethoxy)phenyl]-[4-[2-[(3R)-tetrahydrofuran-3-yl]-3H-imidazo[4,5-b]pyridin-7-yl]-1-piperidyl]methanone NC1=C(C=CC(=C1)OC(F)(F)F)C(=O)N1CCC(CC1)C1=C2C(=NC=C1)NC(=N2)[C@@H]2COCC2